{2-[(α-D-mannopyranosyl)oxy]ethyl}hexanamide [C@H]1([C@@H](O)[C@@H](O)[C@H](O)[C@H](O1)CO)OCCC(C(=O)N)CCCC